methyliminohydrazine CN=NN